9-dodecadienyl bromide C=CC=CCCCCC(CCC)Br